ethyl 5-(((4S)-6-(4-chlorophenyl)-4-(2-(ethylamino)-2-oxoethyl)-1-methyl-4H-benzo[f][1,2,4]triazolo[4,3-a][1,4]diazepin-8-yl)oxy)pentanoate ClC1=CC=C(C=C1)C1=N[C@H](C=2N(C3=C1C=C(C=C3)OCCCCC(=O)OCC)C(=NN2)C)CC(=O)NCC